C(C)OC=1C(C(CCC1)C(C(=O)OCC)=O)=O ethyl 2-(3-ethoxy-2-oxocyclohex-3-en-1-yl)-2-oxoacetate